tert-butyl (8-hydroxychroman-6-yl)carbamate OC=1C=C(C=C2CCCOC12)NC(OC(C)(C)C)=O